(9H-fluoren-9-yl)methyl(2-((tert-butoxycarbonyl)amino)phenyl)(2-nitrobenzyl)carbamate C1=CC=CC=2C3=CC=CC=C3C(C12)OC(N(C(C1=C(C=CC=C1)[N+](=O)[O-])C)C1=C(C=CC=C1)NC(=O)OC(C)(C)C)=O